6-methyl-5-oxa-8-azaspiro[3.5]nonane CC1OC2(CCC2)CNC1